BrCC1=CC(=NN1C1=C(C=C(C=C1)Cl)C(C1=C(C=CC=C1)F)=O)C(=O)OCC Ethyl 5-(bromomethyl)-1-(4-chloro-2-(2-fluorobenzoyl) phenyl)-1H-pyrazole-3-carboxylate